5-chloro-N4-(1H-indazol-5-yl)-N2-(2-methyl-1,2,3,4-tetrahydroisoquinolin-7-yl)pyrimidine-2,4-diamine ClC=1C(=NC(=NC1)NC1=CC=C2CCN(CC2=C1)C)NC=1C=C2C=NNC2=CC1